C(CCCCCC(C)C)(=O)[O-] isononanoate